6-fluoro-7-(hydroxymethyl)-2h,3h,5h-furo[3,2-c]quinolin-4-one FC1=C(C=CC=2C3=C(C(NC12)=O)CCO3)CO